hydroxyphenylAzole OC1=C(NC=C1)C1=CC=CC=C1